Triethyl-1-(4-chlorophenyl)-4-oxo-1,4-dihydropyridine-2,3,5-tricarboxylate C(C)OC(=O)C=1N(C=C(C(C1C(=O)OCC)=O)C(=O)OCC)C1=CC=C(C=C1)Cl